Methyl 1-[(2-chlorophenyl)methyl]-5-[5-(2-methylpropoxy)thien-2-yl]1H-pyrazole-3-carboxylate ClC1=C(C=CC=C1)CN1N=C(C=C1C=1SC(=CC1)OCC(C)C)C(=O)OC